COC=1C=C2[C@]3(C(NC2=CC1)=O)[C@@H](C3)C3=CC=C1C(=NNC1=C3)NC3=CC=CC=1C(COC13)=O (1r,2s)-5'-methoxy-2-{3-[(3-oxo-2,3-dihydro-1-benzofuran-7-yl)amino]-1H-indazol-6-yl}spiro[cyclopropane-1,3'-indol]-2'(1'H)-one